2-(4-(methylcarbamoyl)phenyl)benzo[d]imidazol CNC(=O)C1=CC=C(C=C1)C=1NC2=C(N1)C=CC=C2